Ethyl 2-[[4-[(4-hydroxybutyl) amino]-6-[[[4-(methylsulfonyl) phenyl] methyl] amino]-2-pyrimidinyl] amino]-4-methyl-5-thiazolecarboxylate OCCCCNC1=NC(=NC(=C1)NCC1=CC=C(C=C1)S(=O)(=O)C)NC=1SC(=C(N1)C)C(=O)OCC